2,7-bis(4-pyridyl)fluorene N1=CC=C(C=C1)C1=CC=2CC3=CC(=CC=C3C2C=C1)C1=CC=NC=C1